(S)-N-(3-(3-bromophenyl)-1-(methylamino)-1-oxopropan-2-yl)-1-(2-fluorobenzyl)-3-phenyl-1H-pyrazole-5-carboxamide BrC=1C=C(C=CC1)C[C@@H](C(=O)NC)NC(=O)C1=CC(=NN1CC1=C(C=CC=C1)F)C1=CC=CC=C1